4,7,7-trimethylbicyclo[4.1.0]heptan-3-ol CC1C(CC2C(C2C1)(C)C)O